CC=1C2=C(SC1)C=CC(=C2)NC(OC(C)(C)C)=O tert-Butyl (3-methylbenzo[b]thiophen-5-yl)carbamate